5-acetyl-N-[4-[(6,7-dimethoxy-1,5-naphthyridin-4-yl)oxy]-3-fluorophenyl]-6-methyl-2-oxo-1-thiophen-3-ylpyridine-3-carboxamide C(C)(=O)C=1C=C(C(N(C1C)C1=CSC=C1)=O)C(=O)NC1=CC(=C(C=C1)OC1=CC=NC2=CC(=C(N=C12)OC)OC)F